COC1=CC=C(C=C1)C1=CN=C(O1)CSC1=NC(=NC=N1)N 4-({[5-(4-methoxyphenyl)-1,3-oxazol-2-yl]methyl}sulfanyl)-1,3,5-triazin-2-amine